P(=O)(O)(O)OC[C@H](N)C(=O)O phosphoSerine